(S)-3-(3-bromo-5-((tert-butoxycarbonyl)(methyl)amino)-4-cyano-1H-pyrazol-1-yl)pyrrolidine-1-carboxylic acid tert-butyl ester C(C)(C)(C)OC(=O)N1C[C@H](CC1)N1N=C(C(=C1N(C)C(=O)OC(C)(C)C)C#N)Br